3-(3-(((R)-2-ethyl-2,3-dihydrobenzo[f][1,4]oxazepin-4(5H)-yl)methyl)-4-methylphenyl)-3-(4-fluoro-2-methylphenyl)-2,2-dimethylpropanoic acid, formic acid salt C(=O)O.C(C)[C@H]1OC2=C(CN(C1)CC=1C=C(C=CC1C)C(C(C(=O)O)(C)C)C1=C(C=C(C=C1)F)C)C=CC=C2